Tert-butyl (3-((2-aminothiazolo[5,4-b]pyridin-5-yl)oxy)-4-methylphenyl)carbamate NC=1SC2=NC(=CC=C2N1)OC=1C=C(C=CC1C)NC(OC(C)(C)C)=O